N-(3-Fluorobenzyl)-2,4-dihydroxy-N,5-diisopropylbenzamide FC=1C=C(CN(C(C2=C(C=C(C(=C2)C(C)C)O)O)=O)C(C)C)C=CC1